ClC=1C(=NC=C(C1)C(F)(F)F)N1C(SC2=C1C=CC(=C2)OC)=O (3-chloro-5-(trifluoromethyl)pyridin-2-yl)-6-methoxybenzothiazol-2(3H)-one